BrC1=CC2=CC=CC(=C2C=2NN=NC21)Br 4,9-dibromo-naphthotriazole